CITRAT C(CC(O)(C(=O)[O-])CC(=O)[O-])(=O)[O-]